FC=1C=CC(=NC1)C1=NN(C=C1C1=C2C(=NC=C1)NC=C2)[C@H]2COCC2 |r| (R/S)-4-[3-(5-fluoro-2-pyridinyl)-1-tetrahydrofuran-3-yl-pyrazol-4-yl]-1H-pyrrolo[2,3-b]pyridine